C[C@@H](CC)NC(O[C@H]1C[C@H](CC1)C1=CC(=NN1)NC(CC1=NC=C(N=C1)OC)=O)=O (1R,3S)-3-(3-{[(5-meth-oxypyrazin-2-yl)acetyl]-amino}-1H-pyrazol-5-yl)-cyclopentyl (2S)-butan-2-ylcarbamate